C(C)(C)(C)OC(N[C@@H]1CN(CCC1)C=1C=NC(=CC1)C)=O N-[(3S)-1-(6-methylpyridin-3-yl)piperidin-3-yl]carbamic acid tert-butyl ester